N-[2-(1,3-Benzodioxol-5-yl)-1-methyl-ethyl]-N-methyl-4-(1-piperidyl)piperidine-1-carboxamide O1COC2=C1C=CC(=C2)CC(C)N(C(=O)N2CCC(CC2)N2CCCCC2)C